trifluoromethyl-1,2-dihydropyridine-3-carboxamide FC(F)(F)N1CC(=CC=C1)C(=O)N